5-bromo-3-[(3-Methylpyridin-2-yl)ethynyl]-1H-pyrrolo[2,3-b]pyridine BrC=1C=C2C(=NC1)NC=C2C#CC2=NC=CC=C2C